C(C)(=O)C1=NC=C(C(=C1F)N1C(C(=C(C=C1C)OCC1=NC=C(C=C1F)F)Cl)=O)C 2'-acetyl-3-chloro-4-[(3,5-difluoropyridin-2-yl)methoxy]-3'-fluoro-5',6-dimethyl-[1,4'-bipyridin]-2-one